5-(prop-1-en-2-yl)pyrazin-2-amine C=C(C)C=1N=CC(=NC1)N